(S)-9-bromo-2-hydroxy-1,2,3,4-tetrahydrobenzo[4,5]imidazo[1,2-a]pyridine-7-carboxylic acid methyl ester COC(=O)C=1C=C(C2=C(N=C3N2C[C@H](CC3)O)C1)Br